Methyl 5-acetamido-3,5-dideoxy-D-glycero-D-galacto-non-2-ulopyranosonate monohydrate O.C(C)(=O)N[C@@H]1[C@H](CC(C(=O)OC)(O)O[C@H]1[C@H](O)[C@H](O)CO)O